NC=1N=C(C2=C(N1)C=CN2CC2=C(C=C(C=C2)CN2CCN(CC2)C(CCN2C(C=CC2=O)=O)=O)OC)NCCCCC 1-(3-{4-[(4-{[2-Amino-4-(pentylamino)-5H-pyrrolo[3,2-d]pyrimidin-5-yl]methyl}-3-methoxyphenyl)methyl]piperazin-1-yl}-3-oxopropyl)-2,5-dihydro-1H-pyrrole-2,5-dione